C1(CC1)CNCC[C@H]1[C@@H]([C@H](CC=2NC3=CC=CC=C3C12)C1=CC(=CC=C1)C)N (2R,3R,4R)-4-{2-[(Cyclopropylmethyl)amino]ethyl}-2-(3-methylphenyl)-2,3,4,9-tetrahydro-1H-carbazol-3-amine